CC1(COC1)COCCC[Si](OC)(OC)OC 3-[(3-methyloxetan-3-yl)methoxy]propyl-(trimethoxy)silane